FC1=CC=C(C=C1)C=1C=CC(=NC1)N1CCN(CC1)C(=O)O 4-(5-(4-Fluorophenyl)pyridin-2-yl)piperazine-1-carboxylic acid